(S)-N-(4-(3-Aminopiperidin-1-yl)-5-((1-(difluoromethyl)-1H-pyrazol-4-yl)ethanyl)pyridin-2-yl)-1-isopropyl-1H-pyrazolo[3,4-b]pyridin-6-amine N[C@@H]1CN(CCC1)C1=CC(=NC=C1CCC=1C=NN(C1)C(F)F)NC1=CC=C2C(=N1)N(N=C2)C(C)C